N-methyl-4-[2-(trimethylsilyl)-ethynyl]Aniline CNC1=CC=C(C=C1)C#C[Si](C)(C)C